2'-cyclopropyl-3'-fluoro-5'-methoxy-6-methyl-[4,4'-bipyridine]-3-carboxylic acid C1(CC1)C1=NC=C(C(=C1F)C1=C(C=NC(=C1)C)C(=O)O)OC